C(C)C(C(=O)OC)CC(=O)C1=CC2=C(S1)C=C(C(=C2)OC(C)C)OC methyl 2-ethyl-4-(5-isopropoxy-6-methoxybenzo[b]thiophen-2-yl)-4-oxobutanoate